2,2'-Bipyridine-5,5'-dicarboxylic acid N1=C(C=CC(=C1)C(=O)O)C1=NC=C(C=C1)C(=O)O